C(C)(C)(C)OC(=O)[N+]=1CCC(CC1)C#N 1-(tert-butoxycarbonyl)-4-cyano-2,3,4,5-tetrahydropyridin-1-ium